CC1=C(C=CC=C1C)N1CCN(CC1)C(CN1N=C(C=2CCCCC12)C(=O)N1C[C@H](OCC1)CO)=O (S)-1-(4-(2,3-dimethylphenyl)piperazin-1-yl)-2-(3-(2-(hydroxymethyl)morpholine-4-carbonyl)-4,5,6,7-tetrahydro-1H-indazol-1-yl)ethanone